NC1=CSC2=NC(=CN=C21)C 7-amino-3-methylthieno[2,3-b]pyrazine